C(C1=CC=CC=C1)NC(N(C1=NC=C(C=C1)C=1C=NN(C1)C)[C@@H]1CC[C@H](CC1)NC1=NC=C(C(=N1)N1C2C(CC1)CN(C2)C)C#N)=O 3-benzyl-1-(trans-4-((5-cyano-4-(5-methylhexahydropyrrolo-[3,4-b]pyrrole-1(2H)-yl)pyrimidin-2-yl)amino)cyclohexyl)-1-(5-(1-methyl-1H-pyrazol-4-yl)pyridin-2-yl)urea